C(C)OC(=O)C1=C(C=CC=2NC(NC21)=O)F 5-Fluoro-2-oxo-2,3-dihydro-1H-benzo[d]imidazole-4-carboxylic acid ethyl ester